COC=1C=C2C(=NC(=NC2=CC1OCCCN1CCCC1)C1=CN=C(S1)C)NC1CS(CCC1)(=O)=O 3-((6-methoxy-2-(2-methylthiazol-5-yl)-7-(3-(pyrrolidin-1-yl)propoxy)quinazolin-4-yl)amino)tetrahydro-2H-thiopyran 1,1-dioxide